cyclobutyl-5-(5-ethyl-1H-pyrazol-3-yl)-2-methylbenzoic acid methyl ester COC(C1=C(C(=CC(=C1)C1=NNC(=C1)CC)C1CCC1)C)=O